OC1=C(C=C(C=C1)N1C(C2=CC=C(C=C2CC1)C=1C=C(C(=O)N)C=C(C1)C(F)(F)F)=O)NS(=O)(=O)C 3-(2-(4-hydroxy-3-(methylsulfonylamino)phenyl)-1-oxo-1,2,3,4-tetrahydroisoquinolin-6-yl)-5-(trifluoromethyl)benzamide